2-piperazin-1-ylethyl 2-[[4-[[2-(6-methyl-2-pyridyl)pyrimidin-4-yl]amino]pyrimidin-2-yl]amino]thiazole-4-carboxylate CC1=CC=CC(=N1)C1=NC=CC(=N1)NC1=NC(=NC=C1)NC=1SC=C(N1)C(=O)OCCN1CCNCC1